FC1=C(OCCCCCCC2=CC3=C(N=C(O3)NC[C@@H]3CN(CC3)C(=O)OC(C)(C)C)C=C2)C=CC=C1 tert-Butyl (R)-3-(((6-(6-(2-fluorophenoxy)hexyl)benzo[d]oxazol-2-yl)amino)methyl)pyrrolidine-1-carboxylate